methyl 2-((5-cyclopropyl-3-(2,6-dichlorophenyl)isoxazol-4-yl)methoxy)-9-fluoro-10,11-dihydrobenzo[6,7]oxepino[3,2-b]pyridine-7-carboxylate C1(CC1)C1=C(C(=NO1)C1=C(C=CC=C1Cl)Cl)COC1=CC=C2C(=N1)CCC1=C(O2)C=C(C=C1F)C(=O)OC